O[C@H](C)C1C2=C(C=C(N2C1=O)C(=O)[O-])C 6-((R)-1-hydroxyethyl)-4-methyl-7-oxo-1-azabicyclo[3.2.0]heptadiene-2-carboxylate